N1-(1-(methoxymethyl)cyclopropyl)-N2-((S)-4-methyl-1-oxo-1-(((S)-3-oxo-1-((S)-2-oxopyrrolidin-3-yl)-4-(trifluoromethoxy)butan-2-yl)amino)pentan-2-yl)oxalamide COCC1(CC1)NC(C(=O)N[C@H](C(N[C@@H](C[C@H]1C(NCC1)=O)C(COC(F)(F)F)=O)=O)CC(C)C)=O